(R)-3-((3-(1-aminopropane-2-yl)phenyl)amino)-6-ethyl-5-isobutylpyrazine-2-carboxamide NC[C@H](C)C=1C=C(C=CC1)NC=1C(=NC(=C(N1)CC(C)C)CC)C(=O)N